4-chloropyridinecarbonitrile ClC1=CC(=NC=C1)C#N